(4-fluoro-3-methylphenyl)-4-methylpyrrolidine-3-carboxamide FC1=C(C=C(C=C1)N1CC(C(C1)C)C(=O)N)C